2-(cyclopropoxy)-4H-pyrrolo[2,3-d]thiazole-5-carboxylic acid ethyl ester C(C)OC(=O)C1=CC2=C(N=C(S2)OC2CC2)N1